BrC=1C(=C2N(CCN(C2)C(=O)OC(C)(C)C)C1C1=CC=C(C=C1)[N+](=O)[O-])C#N tert-butyl 7-bromo-8-cyano-6-(4-nitrophenyl)-3,4-dihydropyrrolo[1,2-a]pyrazine-2(1H)-carboxylate